(3-Amino-4-methyl-5-(4,4,5,5-tetramethyl-1,3,2-dioxaborolan-2-yl)pyridin-2-yl)(7-fluoro-1-(tetrahydro-2H-pyran-2-yl)-1H-indazol-4-yl)methanone NC=1C(=NC=C(C1C)B1OC(C(O1)(C)C)(C)C)C(=O)C1=C2C=NN(C2=C(C=C1)F)C1OCCCC1